2-{[(4s)-6-[6-(2,2-difluoroethoxy)pyrazolo[1,5-a]pyridine-3-amido]spiro[3.3]heptan-2-yl]oxy}-6-(trifluoromethyl)pyrazolo[1,5-a]pyridine-3-carboxamide FC(COC=1C=CC=2N(C1)N=CC2C(=O)NC2CC1(CC(C1)OC1=NN3C(C=CC(=C3)C(F)(F)F)=C1C(=O)N)C2)F